ClC1=CC=C(CC=2SC3=C(N2)C=CC=C3)C=C1 2-(4-chlorobenzyl)benzothiazole